BrC1=CC(=C(C=N1)SC1=CNC2=CC(=CC(=C12)C)F)C 3-[(6-Bromo-4-methyl-3-pyridinyl)sulfanyl]-6-fluoro-4-methyl-1H-indole